1,2-bis(5-trimethylstannylthiophene-2-yl) ethylene 5,5-Dimethyl-2-oxo-3-cyclopentene-1-carboxylate CC1(C=CC(C1C(=O)O)=O)C.C[Sn](C1=CC=C(S1)C=CC=1SC(=CC1)[Sn](C)(C)C)(C)C